1-[(2R,3S)-2-[(6-chloropyrazolo[3,4-d]pyrimidin-1-yl)methyl]-3-fluoro-pyrrolidin-1-yl]ethanone ClC1=NC=C2C(=N1)N(N=C2)C[C@H]2N(CC[C@@H]2F)C(C)=O